(1R,5S,6r)-3-(4-chloropyridin-2-yl)-3-azabicyclo[3.1.0]hexane-6-carbonitrile ClC1=CC(=NC=C1)N1C[C@H]2C([C@H]2C1)C#N